C(C)N(CC=CC=O)C 4-(ethyl-(methyl)amino)but-2-en-1-one